6-fluoro-N-(4-(4-(tert-butoxycarbonyl)piperazin-1-yl)phenyl)-4-trifluoromethylquinazolin-2-amine FC=1C=C2C(=NC(=NC2=CC1)NC1=CC=C(C=C1)N1CCN(CC1)C(=O)OC(C)(C)C)C(F)(F)F